C(C)(C)(C)OC(=O)N1[C@@H]2[C@@H](C(C[C@H]1CCC2)=O)F |r| rac-(1s,2s,5r)-2-fluoro-3-oxo-9-azabicyclo[3.3.1]nonane-9-carboxylic acid tert-butyl ester